(2R)-1,1-difluoro-2-[3-(2-methylpyridin-3-yl)-1,2,4-oxadiazol-5-yl]-6-azaspiro[2.5]octane-6-sulfonamide FC1([C@H](C12CCN(CC2)S(=O)(=O)N)C2=NC(=NO2)C=2C(=NC=CC2)C)F